C(C)(C)(C)OC=1C=C2CCCC(C2=CC1)=O 6-(tert-butoxy)-3,4-dihydronaphthalen-1(2H)-one